C1(CC1)N1CCN(CC1)C1CCN(CC1)C1=C(C=C(C(=C1)OC)NC1=NC=NC(=C1)N1OCC[C@@H]1C=1C=C(C=CC1)C1=CC(=CC(=C1)F)F)NC(C=C)=O (R)-N-(2-(4-(4-cyclopropylpiperazin-1-yl)piperidin-1-yl)-5-((6-(3-(3',5'-difluoro-[1,1'-biphenyl]-3-yl)isoxazolidin-2-yl)pyrimidin-4-yl)amino)-4-methoxyphenyl)acrylamide